N=S1(CCC1)=O 1-imino-1λ6-thietidin-1-one